ClC=1N=C2C=3N(N=CC3OCCO2)C1 4-Chloro-7,8-dihydro-6,9-dioxa-2,2a,5-triazabenzo[cd]azulene